2,4-bis-[4-(2-ethylhexyl-oxy)-2-hydroxyphenyl]-1,3,5-triazine C(C)C(COC1=CC(=C(C=C1)C1=NC=NC(=N1)C1=C(C=C(C=C1)OCC(CCCC)CC)O)O)CCCC